N-(4-{4-cyano-2-[1-methyl-4-(trifluoromethyl)-2-imidazolyl]phenyl}-6-cyclopropyl-2-pyridyl)-1-cyclopropyl-5-[(2-methoxyethylamino)methyl]-2-oxo-1,2-dihydronicotinamide C(#N)C1=CC(=C(C=C1)C1=CC(=NC(=C1)C1CC1)NC(C=1C(N(C=C(C1)CNCCOC)C1CC1)=O)=O)C=1N(C=C(N1)C(F)(F)F)C